CCBBBBBBBB 1,2-dicarbadecaborane